4-amino-1,3-dimethyl-6-(thiophen-2-yl)quinolin-2(1H)-one NC1=C(C(N(C2=CC=C(C=C12)C=1SC=CC1)C)=O)C